ClC1=C(C=CC=C1)CC(=O)NC1=C(C(=C(C=C1)N1N=CC(=C1)C(F)(F)F)S(N=CN(C)C)(=O)=O)C(F)(F)F 2-(2-chlorophenyl)-N-(3-{[(dimethylamino)methylene]Sulfamoyl}-2-(trifluoromethyl)-4-[4-(trifluoromethyl)-1H-pyrazol-1-yl]Phenyl)acetamide